C(C)(=O)OC1(CN(C1)CC1=CC=C(C=C1)N1CC(C1)C1=C(C=CC=C1Cl)Cl)C [1-[[4-[3-(2,6-dichlorophenyl)azetidin-1-yl]phenyl]methyl]-3-methyl-azetidin-3-yl] acetate